7-methoxy-4-oxo-3,4-dihydro-quinazolin-6-ol acetate C(C)(=O)OC=1C=C2C(NC=NC2=CC1OC)=O